1-(2-fluoro-4-(5-(trifluoromethyl)-1,2,4-oxadiazol-3-yl)phenyl)-2-(4-methoxyphenoxy)ethan-1-one FC1=C(C=CC(=C1)C1=NOC(=N1)C(F)(F)F)C(COC1=CC=C(C=C1)OC)=O